[Si](C1=CC=CC=C1)(C1=CC=CC=C1)(C(C)(C)C)OC[C@@]1(C=C[C@@H](C1)N1C=CC2=C1N=CN=C2OC2=CC=CC=C2)C 7-((1R,4S)-4-(((tert-butyldiphenylsilyl)oxy)methyl)-4-methylcyclopent-2-en-1-yl)-4-phenoxy-7H-pyrrolo[2,3-d]pyrimidine